C(#N)C1=C(C=CC=C1)N1CCN(CC1)C([C@H](CO)NC(=O)NC=1N=C(SC1)C#C)=O (S)-1-(1-(4-(2-cyanophenyl)piperazin-1-yl)-3-hydroxy-1-oxopropan-2-yl)-3-(2-ethynyl-thiazol-4-yl)urea